1-(4-(4-bromo-3-fluorophenoxy)-3-(1-methyl-7-oxo-6,7-dihydro-1H-pyrrolo[2,3-c]pyridin-3-yl)phenyl)pyrrolidine-2,5-dione BrC1=C(C=C(OC2=C(C=C(C=C2)N2C(CCC2=O)=O)C2=CN(C=3C(NC=CC32)=O)C)C=C1)F